tert-butyl 2-(5-bromo-1-(tetrahydro-2H-pyran-2-yl)-1H-indazol-3-yl)-2-cyanoacetate BrC=1C=C2C(=NN(C2=CC1)C1OCCCC1)C(C(=O)OC(C)(C)C)C#N